OC1CC(C1)C(=O)NC1=CNC2=CC=C(C=C12)C=1C=NN(C1)C1=CC=C(C=C1)C(F)(F)F 3-hydroxy-N-(5-(1-(4-(trifluoromethyl)phenyl)-1H-pyrazol-4-yl)-1H-indol-3-yl)cyclobutylcarboxamide